[N+](=[N-])=C(C(=O)[O-])C 2-diazopropanate